methyl 1,2-dimethylhydrazinecarboxylate CN(NC)C(=O)OC